N2-(4-(2,5-dimethyloxazol-4-yl)-2-ethoxyphenyl)-6-methyl-N8-neopentylpyrido[3,4-d]pyrimidine-2,8-diamine CC=1OC(=C(N1)C1=CC(=C(C=C1)NC=1N=CC2=C(N1)C(=NC(=C2)C)NCC(C)(C)C)OCC)C